6-(Aminomethyl)-N-(cyclobutylmethyl)-1H-indole-2-carboxamide NCC1=CC=C2C=C(NC2=C1)C(=O)NCC1CCC1